CC1=C(C=2N(C=C1C1=C(C3=NC(=CC=C3N1)N1C[C@H](N(C[C@@H]1C)C(CCNC([2H])([2H])[2H])=O)C)C(C)C)N=CN2)C 1-[(2R,5S)-4-(2-{7,8-dimethyl-[1,2,4]triazolo[1,5-a]pyridin-6-yl}-3-(propan-2-yl)-1H-pyrrolo[3,2-b]pyridin-5-yl)-2,5-dimethylpiperazin-1-yl]-3-[(2H3)methylamino]propan-1-one